3-((2S,4S)-4-(((R)-2,3-Dihydro-1H-Inden-1-Yl)Amino)-5-Oxo-1-(4-(Trifluoromethyl)Phenyl)Pyrrolidin-2-Yl)Benzoic Acid [C@H]1(CCC2=CC=CC=C12)N[C@H]1C[C@H](N(C1=O)C1=CC=C(C=C1)C(F)(F)F)C=1C=C(C(=O)O)C=CC1